CC(C)N1N=CC=2C=NC(=CC21)NC2=NC(=NC(=C2)N2CCCC2)N2CCN(CCC2)C(CCC#C)=O 1-{4-[4-{[1-(propan-2-yl)-1H-pyrazolo[4,3-c]pyridin-6-yl]amino}-6-(pyrrolidin-1-yl)pyrimidin-2-yl]-1,4-diazepan-1-yl}pent-4-yn-1-one